BrC1=CC=C2C(=CC=NC2=C1)Cl 7-bromo-4-chloro-quinoline